BrC=1C2(C3=CC=C(C=C3C1)C)CCC(CC2)(C(=O)O)NC2=CC(=CC=C2)Cl (1s,4s)-2'-bromo-4-(3-chloroanilino)-5'-methyl-spiro[cyclohexane-1,1'-indene]-4-carboxylic acid